FC(C=1C=C(COC2=CC=C(C=C2)NC(=O)N2CCN(CC2)CCC2=C(C=CC=C2)C)C=C(C1)C(F)(F)F)(F)F N-(4-((3,5-bis(trifluoromethyl)benzyl)oxy)phenyl)-4-(2-methylphenethyl)piperazine-1-carboxamide